N1(CCOCC1)C1=NC=CC(=N1)N (morpholin-4-yl)pyrimidin-4-amine